di-(1-heptyl)phenylphosphine C(CCCCCC)P(C1=CC=CC=C1)CCCCCCC